(S)-3-Fluoro-4-(2-(Trifluoromethyl)Pyrrolidin-1-Yl)Aniline FC=1C=C(N)C=CC1N1[C@@H](CCC1)C(F)(F)F